5-(4-((Trans-7,7-difluoro-2,5-dioxabicyclo[4.1.0]hept-3-yl)methoxy)phenyl)-2-oxo-6-(trifluoromethyl)-1,2-dihydropyridine-3-carboxamide FC1(C2OCC(OC12)COC1=CC=C(C=C1)C=1C=C(C(NC1C(F)(F)F)=O)C(=O)N)F